tert-butyl ((4-(4-(6,7-dihydro-5H-pyrrolo[3,4-b]pyridine-6-carboxamido)phenyl)-3,6-dihydropyridin-1(2H)-yl)sulfonyl)carbamate N1=C2C(=CC=C1)CN(C2)C(=O)NC2=CC=C(C=C2)C=2CCN(CC2)S(=O)(=O)NC(OC(C)(C)C)=O